C1(CCC1)CN(C(CC=1C=NC(=CC1)C1CC1)=O)C[C@H](C=1C=NC=CC1)O N-(cyclobutylmethyl)-2-(6-cyclopropyl-3-pyridyl)-N-[(2S)-2-hydroxy-2-(3-pyridyl)ethyl]acetamide